FC(C(C#CC=1C=C(C=CC1)N(C1=NC=2N(C3=CC=CC(=C13)F)C=NN2)CC(F)F)(C)C)F N-(3-(4,4-difluoro-3,3-dimethylbut-1-yn-1-yl)phenyl)-N-(2,2-difluoroethyl)-6-fluoro-[1,2,4]triazolo[4,3-a]quinazolin-5-amine